C(C=C)(=O)N1CC(C1)C1=NC2=C(N1)C(=C(C=C2)C2=C1C=NNC1=CC=C2C)C(=O)N 2-(1-acryloylazetidin-3-yl)-6-(5-methyl-1H-indazol-4-yl)-1H-benzo[d]imidazole-7-carboxamide